1-[3-(triethoxysilyl)propyl]urea C(C)O[Si](CCCNC(=O)N)(OCC)OCC